4-((8-(4-cyanophenyl)-2,3-dihydro-4H-pyrido[4,3-b][1,4]thiazine-4-yl)sulfonyl)benzonitrile C(#N)C1=CC=C(C=C1)C1=CN=CC2=C1SCCN2S(=O)(=O)C2=CC=C(C#N)C=C2